6-oxo-N-[(1s,4s)-4-{[6-chloro-2-(trifluoromethyl)quinolin-4-yl]amino}cyclohexyl]-1,4,5,6-tetrahydropyridazine-3-carboxamide O=C1CCC(=NN1)C(=O)NC1CCC(CC1)NC1=CC(=NC2=CC=C(C=C12)Cl)C(F)(F)F